(R)-3-(isoquinolin-4-ylamino)pyrrolidine-1-carboxylic acid tert-butyl ester C(C)(C)(C)OC(=O)N1C[C@@H](CC1)NC1=CN=CC2=CC=CC=C12